FC=1C=C(N)C=C(C1OC1=C2C(=NC=C1)N(C=C2C(C)C)S(=O)(=O)C2=CC=C(C=C2)C)F 3,5-difluoro-4-{[1-(4-methylbenzene-1-sulfonyl)-3-(propan-2-yl)-1H-pyrrolo[2,3-b]pyridin-4-yl]oxy}aniline